FC(C1=NC(=CC(=C1C)N1CC(C1)N1CCN(CC1)C(C=C)=O)N1CCC2(OCCC=3N=CSC32)CC1)F 1-(4-(1-(2-(Difluoromethyl)-6-(6',7'-dihydrospiro[piperidine-4,4'-pyrano[4,3-d]thiazol]-1-yl)-3-methylpyridin-4-yl)azetidin-3-yl)piperazin-1-yl)prop-2-en-1-one